(4-Octyloxyphenyl)(phenyl)iodonium C(CCCCCCC)OC1=CC=C(C=C1)[I+]C1=CC=CC=C1